ClC1=C(C=CC=C1)[C@H]1CC[C@H](N1C(=O)N1CCN(CC1)C1=C(C=CC=C1)OC)C(=O)O (2S,5R)-5-(2-chlorophenyl)-1-(4-(2-methoxyphenyl)piperazine-1-carbonyl)pyrrolidine-2-carboxylic acid